ClC=1C=C(OCC(=O)NS(=O)(=O)C)C=C(C1CC1=CC(=C(C=C1)OC)C1=CC=CC=C1)Cl 2-[3,5-dichloro-4-[(4-methoxy-3-phenyl-phenyl)methyl]phenoxy]-N-methylsulfonyl-acetamide